N1=CC=CC=2CCN3C(C12)=CC(C=C3)=O 5,6-dihydro-10H-pyrido[1,2-H][1,7]Naphthyridin-10-one